BrC=1C2=C(C3=C(N=C(N3C3=CC=CC=C3)C3=CC=CC=C3)C1)C=CC=C2 5-Bromo-1,2-diphenyl-benzo[e]benzimidazol